C(CC(C)C)OCCCOCCC(C)C 1,3-diisopentoxypropane